methyl (S)-2-((4-chloro-2',3',4',5',6,6'-hexafluoro-[1,1'-biphenyl]-3-yl)thio)propanoate ClC1=C(C=C(C(=C1)F)C1=C(C(=C(C(=C1F)F)F)F)F)S[C@H](C(=O)OC)C